IBr.[Pb+2].C[NH3+] methylammonium lead iodine bromide